NCCCN(CC(=O)O)CCCC(=O)N1CCN(CC1)C(C1=C(C=C(C=C1)NC(=O)C=1N(C(=CN1)C=1C(=NN(C1)C1=NC=C(C=C1)N)C(F)(F)F)C)Cl)=O 2-[3-aminopropyl-[4-[4-[4-[[5-[1-(5-amino-2-pyridyl)-3-(trifluoromethyl)pyrazol-4-yl]-1-methyl-imidazole-2-carbonyl]amino]-2-chloro-benzoyl]piperazino]-4-keto-butyl]amino]acetic acid